N=1C(N=C2C1C=CC1=C2C=CC=2C=CN=CC12)=O benzimidazolo-isoquinolone